FC1(CCN(CCC1)C1=NC2=CC(=CC=C2C=C1C(=O)NC=1N=C(SC1)C(=O)N)F)F 4-(2-(4,4-difluoroazepan-1-yl)-7-fluoroquinoline-3-carboxamido)thiazole-2-carboxamide